tert-Butyl 6-bromo-4-oxo-3,4-dihydroquinoline-1(2H)-carboxylate BrC=1C=C2C(CCN(C2=CC1)C(=O)OC(C)(C)C)=O